C(#N)N([S@@](=O)(=N)C=1C=NN2C1OCCC2)C(NC2=C1CCCC1=CC=1CCCC21)=O (S)-N-cyano-N-((1,2,3,5,6,7-hexahydro-s-indacen-4-yl)carbamoyl)-6,7-dihydro-5H-pyrazolo[5,1-b][1,3]oxazine-3-sulfonimidamide